N-(2-(3,3-difluorocyclobutyl)-4-(2-fluorophenyl)pyridin-3-yl)-2-isopropylpyrimidine-5-carboxamide FC1(CC(C1)C1=NC=CC(=C1NC(=O)C=1C=NC(=NC1)C(C)C)C1=C(C=CC=C1)F)F